C(C)(=O)OC.CC=1C=C(C=C(C1)C)C(=C)C1COC2(C1CC(C=C2)=O)C (Z)-(3,5-Dimethylphenyl) (7a-methyl-5-oxo-3a,4,5,7a-tetrahydrobenzofuran-3(2H)-ylethylene) methyl acetate